CC1=C(SC=C1)C1=NSC(=N1)N 3-(3-methylthiophene-2-yl)-1,2,4-thiadiazol-5-amine